FC(OC1=CC=C(C=C1)N1N=C(N=C1)C1=CC=C(OCC(=O)N=[N+]=[N-])C=C1)(F)F 2-(4-(1-(4-(trifluoromethoxy)phenyl)-1H-1,2,4-triazol-3-yl)phenoxy)acetyl azide